C(OCCCC(CCCC)C)(OCCCC(CCCC)C)=O bis(4-methyl-octyl) carbonate